6-cyclopentyladenosine C1(CCCC1)C1(C2=NCN([C@H]3[C@H](O)[C@H](O)[C@@H](CO)O3)C2=NC=N1)N